5-((benzyloxy)carbonyl)-1-(tert-butoxycarbonyl)octahydropyrrolo[3,4-b]pyrrole-4-carboxylic acid C(C1=CC=CC=C1)OC(=O)N1CC2N(CCC2C1C(=O)O)C(=O)OC(C)(C)C